(4-methoxyphenethyl)spiro[benzo[d][1,3]oxazine-4,4'-piperidin] COC1=CC=C(CCN2CCC3(CC2)C2=C(N=CO3)C=CC=C2)C=C1